[I-].CN(C(SC)=[N+](C)C)C 1,1,2,3,3-pentamethyl-isothiouronium iodide